4,7,8,9-tetrahydro-2H-pyrazolo[3,4-b]-quinolin-5(6H)-one N=1NC=C2C1NC=1CCCC(C1C2)=O